FC(C(=O)N1CC(C1)N1C(N(C2=NC=CC(=C21)N2C(C1(CNC1)CC2)=O)C2=CC=C(C=C2)C(F)(F)F)=O)=C 1-[1-(2-fluoroacryloyl)azetidin-3-yl]-7-(5-oxo-2,6-diazaspiro[3.4]oct-6-yl)-3-[4-(trifluoromethyl)phenyl]-2,3-dihydro-1H-imidazo[4,5-b]pyridin-2-one